3-(5-(1,3,4-oxadiazol-2-yl)pyridin-3-yl)-4-(trifluoromethoxy)phenyl octylcarbamate C(CCCCCCC)NC(OC1=CC(=C(C=C1)OC(F)(F)F)C=1C=NC=C(C1)C=1OC=NN1)=O